9-(4-aminobutyl)-1-methyl-9H-pyrido[3,4-b]indol-7-ol NCCCCN1C2=C(C3=CC=C(C=C13)O)C=CN=C2C